N,N-bis(2-fluoroethyl)aniline FCCN(C1=CC=CC=C1)CCF